5-chloro-3-hydroxy-3-(2-(naphthalen-2-yl)-2-oxoethyl)-1-propylindolin-2-one ClC=1C=C2C(C(N(C2=CC1)CCC)=O)(CC(=O)C1=CC2=CC=CC=C2C=C1)O